COC(=O)C1=CC=C2C(=N1)N(C(=N2)CN2C(C=C(C(=C2)C)B(O)O)=O)C[C@H]2OCC2 [1-[[5-methoxycarbonyl-3-[[(2S)-oxetan-2-yl]methyl]imidazo[4,5-b]pyridin-2-yl]methyl]-5-methyl-2-oxo-4-pyridyl]boronic acid